FC(C)(F)C1=CC=C(C=C1)C1=C(C2=C(CCC1)C=C(C=C2)C(=O)O)C2=CC=C(C=C2)O[C@@H]2CN(CC2)CCCF 6-[4-(1,1-Difluoro-ethyl)-phenyl]-5-{4-[(S)-1-(3-fluoro-propyl)-pyrrolidin-3-yloxy]-phenyl}-8,9-dihydro-7H-benzocycloheptene-2-carboxylic acid